(S)-3-(6-((4-(3-aminopiperidin-1-yl)-5-(1-(tetrahydro-2H-pyran-4-yl)-1H-pyrazol-4-yl)pyridin-2-yl)amino)pyridin-2-yl)oxazolidin-2-one hydrochloride Cl.N[C@@H]1CN(CCC1)C1=CC(=NC=C1C=1C=NN(C1)C1CCOCC1)NC1=CC=CC(=N1)N1C(OCC1)=O